N-(5-chloro-[1,2,4]triazolo[4,3-c]pyrimidin-8-yl)benzamide ClC1=NC=C(C=2N1C=NN2)NC(C2=CC=CC=C2)=O